4,4'-bis(2,2-diphenylethenyl)-1,1'-biphenyl C1(=CC=CC=C1)C(=CC1=CC=C(C=C1)C1=CC=C(C=C1)C=C(C1=CC=CC=C1)C1=CC=CC=C1)C1=CC=CC=C1